2-[3-(2-[[5-(benzyloxy)pentyl]oxy]ethoxy)propoxy]oxane C(C1=CC=CC=C1)OCCCCCOCCOCCCOC1OCCCC1